C1=NC=C(C2=CC=CC=C12)[C@H]1CCC=2C(=NC=NC2C1)N1CCN(CC1)C(C=C)=O 1-[4-[(7S)-7-(4-isoquinolinyl)-5,6,7,8-tetrahydroquinazolin-4-yl]piperazin-1-yl]prop-2-en-1-one